4-fluoro-5-(1-methylethyl)-1,2-benzendiamin FC=1C=C(C(=CC1C(C)C)N)N